FC(CN1N=C(C=2C1=NC(=NC2)N2CC1(CN(C1)C1=CC(=NC=C1)C(F)(F)F)CC2)C)F 6-[1-(2,2-difluoroethyl)-3-methyl-1H-pyrazolo[3,4-d]pyrimidin-6-yl]-2-[2-(trifluoromethyl)pyridin-4-yl]-2,6-diazaspiro[3.4]octane